COC=1C=C2C(=CNC2=CC1)C(CC(=O)C=1N(C=CN1)C)C1=CC=CC=C1 3-(5-methoxy-1H-indol-3-yl)-1-(1-methyl-1H-imidazol-2-yl)-3-phenylpropan-1-one